O=C(C)C(C)N 2-oxo-3-butan-amine